C(C1=CC=CC=C1)(=O)OOCCCCCCOC(C=C)=O (6-acryloxyhexoxy) benzoate